4-methanesulfonyl-9-methyl-3,4,7,15-tetraazatricyclo[12.3.1.02,6]Octadecan-1(18),2,5,14,16-pentaen-8-one trifluoroacetate salt FC(C(=O)O)(F)F.CS(=O)(=O)N1N=C2C=3C=CN=C(CCCCC(C(NC2=C1)=O)C)C3